β-arginyl-2,3-diaminopropionic acid-N-lauryl-N-myristyl-amide trihydrochloride Cl.Cl.Cl.C(CCCCCCCCCCC)N(C(C(C(N)C([C@@H](N)CCCNC(N)=N)=O)N)=O)CCCCCCCCCCCCCC